BrC1=C(OC=2C=C(C=C(C2)C2=CC=CC=C2)C2=CC=CC=C2)C(=CC=C1)Cl 5'-(2-bromo-6-chlorophenoxy)-1,1':3',1''-terphenyl